3-(3-Chloro-4-fluorophenyl)-1-((5-ethyl-1H-pyrazol-3-yl)methyl)-1-(6-methoxypyridin-3-yl)urea ClC=1C=C(C=CC1F)NC(N(C=1C=NC(=CC1)OC)CC1=NNC(=C1)CC)=O